CN1CCC2(CCCCC12)CO (1-methyloctahydro-3aH-indol-3a-yl)methanol